[C-]#N.S(N)([O-])(=O)=O sulfamate compound with cyanide